Cl.C(C)OC1=C(C=C(C=N1)CN)F (6-Ethoxy-5-fluoropyridin-3-yl)methylamine hydrochloride